3-amino-N-(4-methoxybenzyl)-N-methyl-1H-indazole-5-sulfonamide NC1=NNC2=CC=C(C=C12)S(=O)(=O)N(C)CC1=CC=C(C=C1)OC